C(C)(C)(C)OC(=O)N1N=C(C(=C1NCCBr)C#N)C#CC1=CC(=CC(=C1)OC)OC 5-((2-bromoethyl)amino)-4-cyano-3-((3,5-dimethoxyphenyl)ethynyl)-1H-pyrazole-1-carboxylic acid tert-butyl ester